CC1=NNC=C1C=1C=C2C(=CNC2=CC1)C=1C=C2C(=NC1)NCC21CC1 5'-(5-(3-Methyl-1H-pyrazol-4-yl)-1H-indol-3-yl)-1',2'-dihydrospiro[cyclopropane-1,3'-pyrrolo[2,3-b]pyridine]